ClC=1C=CC2=C(N=C(O2)C2CC3(CC(C3)NC(=O)C=3OC(=CC3)S(NC(=O)C3CCC3)(=O)=O)C2)C1 (Ra)-N-[6-(5-chloro-1,3-benzoxazol-2-yl)spiro[3.3]heptan-2-yl]-5-(cyclobutanecarbonylsulfamoyl)furan-2-carboxamide